1-([1,4'-bipiperidin]-4-yl)-5-amino-3-(4-((5-chloropyridin-2-yl)oxy)phenyl)-1H-pyrazole-4-carboxamide N1(CCC(CC1)N1N=C(C(=C1N)C(=O)N)C1=CC=C(C=C1)OC1=NC=C(C=C1)Cl)C1CCNCC1